(2R)-3-(benzyloxy)-2-[(tert-butoxycarbonyl)amino]-1-[(methoxycarbonyl)oxy]propan-1-one C(C1=CC=CC=C1)OC[C@H](C(=O)OC(=O)OC)NC(=O)OC(C)(C)C